[Si](C)(C)(C(C)(C)C)OCCOC1CN=CC=2C=CC(=NC12)Cl 8-(2-((tert-butyldimethylsilyl)oxy)ethoxy)-2-chloro-7,8-dihydro-1,6-naphthyridine